C1(CC1)CNC1CC=2C(=CSC2)CC1 N-(cyclopropylmethyl)-4,5,6,7-tetrahydro-2-benzothiophen-5-amine